C[Si](C)(C)[N-][Si](C)(C)C.[Li+] lithium bis(trimethylsilanyl)amide